6-bromo-N'-[4-[tert-butyl(dimethyl)silyl]oxy-2-ethyl-phenyl]-4-[[[(R)-1-(cyclopropanecarbonyl)pyrrolidin-2-yl]methyl]amino]pyrrolo[1,2-b]pyridazine-3-carboxamidine BrC=1C=C2N(N=CC(=C2NC[C@@H]2N(CCC2)C(=O)C2CC2)C(=NC2=C(C=C(C=C2)O[Si](C)(C)C(C)(C)C)CC)N)C1